FC(C(C(CC)(F)F)(F)F)(F)OCCOCCOCCOCCOCCOCCOC(C(C(CC)(F)F)(F)F)(F)F hexaethyleneglycol bis(1,1,2,2,3,3-hexafluoropentyl) ether